N-(dichlorophosphinoyl)phosphorimidic trichloride ClP(=O)(N=P(Cl)(Cl)Cl)Cl